succinimidyl-S-acetylthiopropionate C1(CCC(N1C(C(=SC(C)=O)[O-])C)=O)=O